(R)-2-(2-(3,6-dihydro-2H-pyran-4-yl)-5-ethyl-6-(4-(3-hydroxypicolinoyl)-3-methylpiperazin-1-yl)-7-oxo-[1,2,4]triazolo[1,5-a]pyrimidin-4(7H)-yl)-N-(4-(trifluoromethyl)phenyl)acetamide O1CCC(=CC1)C1=NN2C(N(C(=C(C2=O)N2C[C@H](N(CC2)C(C2=NC=CC=C2O)=O)C)CC)CC(=O)NC2=CC=C(C=C2)C(F)(F)F)=N1